NC1=C(C(=NC=N1)SC=1C=CC=2C(=NC=C(N2)N2CCC3([C@@H]([C@@H](OC3)C)N)CC2)N1)Cl (3S,4S)-8-(6-((6-amino-5-chloropyrimidin-4-yl)thio)pyrido[2,3-b]pyrazin-2-yl)-3-methyl-2-oxa-8-azaspiro[4.5]decan-4-amine